Cl.N1(CCNCC1)C=1SC=C(N1)C(F)(F)F 2-(piperazin-1-yl)-4-(trifluoromethyl)thiazole hydrochloride